(1r,3s)-3-(2-((5-chloro-4-(5,5-dimethyl-5,6-dihydro-4H-pyrrolo[1,2-b]pyrazol-3-yl)pyridin-2-yl)amino)-2-oxoethyl)-N-methylcyclopentane-1-carboxamide ClC=1C(=CC(=NC1)NC(C[C@@H]1C[C@@H](CC1)C(=O)NC)=O)C1=C2N(N=C1)CC(C2)(C)C